N-(4,4-diethyl-7-(trifluoromethyl)-4H-chromeno[4,3-d]thiazol-2-yl)-2,6-dimethoxybenzamide C(C)C1(OC=2C=C(C=CC2C=2N=C(SC21)NC(C2=C(C=CC=C2OC)OC)=O)C(F)(F)F)CC